1,3-DIOXOL-5-YL-N,N-DIPHENYL-2-PROPENAMIDE O1COC=C1C(C(=O)N(C1=CC=CC=C1)C1=CC=CC=C1)=C